COC1=C2C=C(NC2=CC=C1)C(=O)N[C@@H](CC(C)C)C(=O)N[C@@H](C[C@H]1C(N(CC1)C(=O)OC)=O)C=1OC(OC1)=O methyl (3S)-3-[(2S)-2-({N-[(4-methoxy-1H-indol-2-yl)carbonyl]-L-leucyl}amino)-2-(2-oxo-1,3-dioxol-4-yl)ethyl]-2-oxopyrrolidine-1-carboxylate